C(C)(C)(C)N1C(C2=CC=CC(=C2C1)OC[C@]1([C@@H](CN(CC1)C1=C(C=C(C=C1F)Cl)F)O)O)=O 2-tert-butyl-4-[[(3r,4r)-1-(4-chloro-2,6-difluorophenyl)-3,4-dihydroxypiperidin-4-yl]methoxy]-3H-isoindol-1-one